N-(5-Chloro-1H-pyrrolo[3,2-b]pyridin-3-yl)-6,7-difluoro-1-methyl-1H-benzo[d]imidazol-2-amine ClC1=CC=C2C(=N1)C(=CN2)NC2=NC1=C(N2C)C(=C(C=C1)F)F